N-(5-(4-chlorophenethyl)thiazolo[5,4-b]pyridin-2-yl)-4-(5-cyano-2-methoxyphenyl)-6-methylnicotinamide ClC1=CC=C(CCC2=CC=C3C(=N2)SC(=N3)NC(C3=CN=C(C=C3C3=C(C=CC(=C3)C#N)OC)C)=O)C=C1